CC=1C=CC(=C(C1)NS(=O)(=O)CC)[N+](=O)[O-] N-(5-methyl-2-nitrophenyl)ethanesulfonamide